N-(4-(2'-(5-Fluoropyridin-2-yl)-5'H,7'H-spiro[cyclopropane-1,6'-pyrazolo[5,1-b][1,3]oxazin]-3'-yl)pyridin-2-yl)cyclopropanecarboxamide FC=1C=CC(=NC1)C1=NN2C(OCC3(C2)CC3)=C1C1=CC(=NC=C1)NC(=O)C1CC1